CC1=C(C=CC(=C1)C)C=C 2,4-dimethyl-1-vinyl-benzene